FC1=CC=C(CCC2(OCCO2)CC(=O)O)C=C1 2-(2-(4-fluorophenethyl)-1,3-dioxolan-2-yl)acetic acid